COC1=CC2=C(CC(OC2=O)=O)C=C1 7-methoxy-3,4-dihydro-1H-2-benzopyran-1,3-dione